FC1=C(C=C(C=C1)CC1=NNC(C2=CC=CC=C12)=O)C(=O)N1CCN(CC1)C(CN1CCCCC1)=O 4-[[4-fluoro-3-[4-[2-(1-piperidyl)acetyl]piperazine-1-carbonyl]phenyl]methyl]-2H-phthalazin-1-one